(3,5-dihydroxyadamantan-1-yl) methacrylate C(C(=C)C)(=O)OC12CC3(CC(CC(C1)C3)(C2)O)O